C(C)(C)(C)OC(=O)NC1=C(C2=C(S1)C(=CC=C2C2=C(C=C1C(=NC(=NC1=C2F)F)N2C[C@H]1CC[C@@H](C2)N1C(=O)OC(C)(C)C)Cl)F)C#N Tert-butyl (1R,5S)-3-(7-(2-((tert-butoxycarbonyl)amino)-3-cyano-7-fluorobenzo[b]thiophen-4-yl)-6-chloro-2,8-difluoroquinazolin-4-yl)-3,8-diazabicyclo[3.2.1]octane-8-carboxylate